(E)-1-(4-(3-((6-(trifluoromethyl)pyridin-3-yl)amino)pyrazin-2-yl)piperazin-1-yl)but-2-en-1-one FC(C1=CC=C(C=N1)NC=1C(=NC=CN1)N1CCN(CC1)C(\C=C\C)=O)(F)F